2-(2-bromoethyl)tetrahydrofuran BrCCC1OCCC1